9-Phenyl-8-(phenylethynyl)-7-(trifluoromethyl)-2,3-dihydro-[1,4]dioxino[2,3-g]quinoline C1(=CC=CC=C1)C1=C(C(=NC=2C=C3C(=CC12)OCCO3)C(F)(F)F)C#CC3=CC=CC=C3